B(CCCCCC)(O)O N-HEXYLBORONIC ACID